NC(C(C1=NN=CC2=CC=CC=C12)NC(=O)[C@@H]1[C@H]2C([C@H]2CN1C([C@H](CC1=CC=CC=C1)NC(=O)[C@@H]1COCC1)=O)(C)C)=O (1R,2S,5S)-N-(2-amino-2-oxo-1-phthalazin-1-yl-ethyl)-6,6-dimethyl-3-[(2S)-3-phenyl-2-[[(3S)-tetrahydrofuran-3-carbonyl]amino]propanoyl]-3-azabicyclo[3.1.0]hexane-2-carboxamide